dicyanomethanide-d (S)-1-(((1r,4S)-4-(5-((1-cyclopropyl-2-oxo-1,2-dihydropyridin-3-yl)carbamoyl)-6-methoxy-2H-indazol-2-yl)cyclohexyl)(methyl)amino)-1-oxopropan-2-yl-acetate C1(CC1)N1C(C(=CC=C1)NC(=O)C1=CC2=CN(N=C2C=C1OC)C1CCC(CC1)N(C([C@@H](C)CC(=O)[O-])=O)C)=O.C(#N)[C-]([2H])C#N